N-(1-cyclopropyl-1H-pyrazolo[3,4-b]pyridin-6-yl)-4-iodo-2-(6-azaspiro[2.5]oct-6-yl)benzamide C1(CC1)N1N=CC=2C1=NC(=CC2)NC(C2=C(C=C(C=C2)I)N2CCC1(CC1)CC2)=O